mercapto-2-((3,4-bis(mercaptomethylthio)-6-mercapto-2,5-dithiahexylthio)methyl)-1,3-dithiacyclobutane SC1(SCS1)CSCSC(C(SCS)SCS)SCS